aminobutenoic acid NC(C(=O)O)=CC